potassium hydroxide HCl Cl.[OH-].[K+]